ClC=1C=C(C[C@H](N)C(=O)O)C=CC1O 3-Chlorotyrosine